Cl.C12CC(CC(CC1)N2)C=2C=C1C(=C(NC1=CC2)C=2C(=C(C=1N(C2)C=NN1)C)C)C(C)C 6-(5-(8-azabicyclo[3.2.1]oct-3-yl)-3-isopropyl-1H-indol-2-yl)-7,8-dimethyl-[1,2,4]triazolo[4,3-a]pyridine HCl salt